C1=CC=CC=2C3=CC=CC=C3N(C12)C1=C(C#N)C(=CC=C1)NC=1C=C(C=CC1)C1=CC(=CC(=C1)C(C)(C)C)C(C)(C)C 2-(9H-carbazol-9-yl)-6-((3',5'-di-tert-butyl-[1,1'-biphenyl]-3-yl)amino)benzonitrile